(1H-benzo[d][1,2,3]triazol-1-yl)(4-(bis(1-methyl-1H-indazol-5-yl)methylene)piperidin-1-yl)methanone N1(N=NC2=C1C=CC=C2)C(=O)N2CCC(CC2)=C(C=2C=C1C=NN(C1=CC2)C)C=2C=C1C=NN(C1=CC2)C